C1(CC1)C1=CC(=CC=2N=C(OC21)C=2C=C(C=CC2)C2=C(C=C(C=C2)F)C2=NN=CN2C)CNCC2(CCC2)O 1-((((7-Cyclopropyl-2-(4'-fluoro-2'-(4-methyl-4H-1,2,4-triazol-3-yl)-[1,1'-biphenyl]-3-yl)benzo[d]oxazol-5-yl)methyl)amino)methyl)cyclobutan-1-ol